[C@@H]12CN(CC[C@@H](CC1)N2)C2=NC(=NC1=C(C(=CC=C21)C2=CC(=CC1=CC=C(C(=C21)C#C)F)O)F)OCC2(CC2)CN(C)C 4-{4-[(1s,6r)-3,9-diazabicyclo[4.2.1]non-3-yl]-2-({1-[(dimethylamino)methyl]cyclopropyl}methoxy)-8-fluoroquinazolin-7-yl}-5-ethynyl-6-fluoronaphthalen-2-ol